2-[6-[4-(2,7-diazaspiro[3.5]nonan-2-yl)phenyl]-4-fluoro-1-oxo-isoindolin-2-yl]-2-(6,7-dihydro-5H-pyrrolo[1,2-c]imidazol-1-yl)-N-thiazol-2-yl-acetamide C1N(CC12CCNCC2)C2=CC=C(C=C2)C2=CC(=C1CN(C(C1=C2)=O)C(C(=O)NC=2SC=CN2)C2=C1N(C=N2)CCC1)F